OC(=O)C(F)(F)F.FC=1C(=C2C(=C(NC2=C(C1)C(=O)N)C)C)C1=CC=CC2=C1OCCCN2 (RS)-5-Fluoro-2,3-dimethyl-4-(2,3,4,5-tetrahydrobenzo[b][1,4]oxazepin-9-yl)-1H-indole-7-carboxamide TFA salt